(2R,3S,4R,5S,6R)-6-allyl-2-((benzoyloxy)methyl)-4-(2-phenylacetoxy)-5-pivalamidotetrahydro-2H-pyran-3-yl benzoate C(C1=CC=CC=C1)(=O)O[C@@H]1[C@H](O[C@@H]([C@@H]([C@H]1OC(CC1=CC=CC=C1)=O)NC(C(C)(C)C)=O)CC=C)COC(C1=CC=CC=C1)=O